(E)-1-(4-Tert-butylphenyl)-3-(4-hydroxy-3-methoxyphenyl)prop-2-en-1-one C(C)(C)(C)C1=CC=C(C=C1)C(\C=C\C1=CC(=C(C=C1)O)OC)=O